COC(C1=C(C(=C(C(=C1)OC)Br)OC)[N+](=O)[O-])=O 4-bromo-3,5-dimethoxy-2-nitrobenzoic acid methyl ester